6-((1r,4r)-4-(1-isopropyl-3-(trifluoromethyl)-1H-pyrazol-5-yl)cyclohexyl)-2-thia-6-azaspiro[3.4]octane 2,2-dioxide C(C)(C)N1N=C(C=C1C1CCC(CC1)N1CC2(CS(C2)(=O)=O)CC1)C(F)(F)F